hydroxytetrakis[tris(diisopropylamino)phosphoranylideneamino]phosphonium hydroxide [OH-].OC(C)(C)N(C(C)C)P(N(C(C)C)C(C)C)(N(C(C)C)C(C)C)=N[P+](N=P(N(C(C)C)C(C)C)(N(C(C)C)C(C)C)N(C(C)C)C(C)C)(N=P(N(C(C)C)C(C)C)(N(C(C)C)C(C)C)N(C(C)C)C(C)C)N=P(N(C(C)C)C(C)C)(N(C(C)C)C(C)C)N(C(C)C)C(C)C